C1=CC=C2C=CC=3C(=C12)C=1C=CC=CC1N3 indoloindene